rac-3-(Cyclopropylmethoxy)-1,4'-bipiperidine dihydrochloride rac-Benzyl-3-(cyclopropylmethoxy)[1,4'-bipiperidine]-1'-carboxylate C(C1=CC=CC=C1)OC(=O)N1CCC(CC1)N1C[C@@H](CCC1)OCC1CC1.Cl.Cl.C1(CC1)CO[C@H]1CN(CCC1)C1CCNCC1 |r|